C1(CC1)C=1C=CC(=C(C1)O)C=1C=2N(C(=NN1)N[C@H]1CN(CCC1)C)N=C(C2)C 5-cyclopropyl-2-(2-methyl-7-{[(3R)-1-methylpiperidin-3-yl]amino}pyrazolo[1,5-d][1,2,4]triazin-4-yl)phenol